OCCC1CCN(CC1)C1=CC2=C(N(C(N2C)=O)C2C(NC(CC2)=O)=O)C=C1 3-[5-[4-(2-hydroxyethyl)-1-piperidyl]-3-methyl-2-oxo-benzimidazol-1-yl]piperidine-2,6-dione